1-[2-(5-Chloro-2-pyridinyl)-5-(6-chloro-3-pyridinyl)-1,2,4-triazol-3-yl]ethanamine ClC=1C=CC(=NC1)N1N=C(N=C1C(C)N)C=1C=NC(=CC1)Cl